tert-Butyl (4S)-5-amino-4-(5-(((2R,3S)-3-(sec-butylamino)tetrahydro-2H-pyran-2-yl)methyl)-4-fluoro-1-oxoisoindolin-2-yl)-5-oxopentanoate NC([C@H](CCC(=O)OC(C)(C)C)N1C(C2=CC=C(C(=C2C1)F)C[C@H]1OCCC[C@@H]1NC(C)CC)=O)=O